[Zn].[Ga].[Sn].FC=1C=C2C(=CC=NC2=CC1)C1CCC(CC1)C(C)C1=NC2=C(N1)C=CC(=C2)NC(C)=O N-(2-(1-((1S,4S)-4-(6-fluoroquinolin-4-yl)cyclohexyl)ethyl)-1H-benzo[d]imidazol-5-yl)acetamide tin-gallium-zinc